C(C)N1N=C(C=C1)[S@](=O)(N)=NC(NC1=C2CCCC2=CC=2CCCC12)=O (S)-1-ethyl-N'-((1,2,3,5,6,7-hexahydro-s-indacen-4-yl)carbamoyl)-1H-pyrazole-3-sulfonimidamide